ClC1=NC=C(C(=C1)C1=C(C=NC(=C1)C)C(=O)NC=1SC2=C(N1)CN(C2)C(C2=NC(=CC=C2OC)C(F)F)=O)OC 2'-chloro-N-(5-(6-(difluoromethyl)-3-methoxy-picolinoyl)-5,6-dihydro-4H-pyrrolo[3,4-d]thiazol-2-yl)-5'-methoxy-6-methyl-[4,4'-bipyridine]-3-carboxamide